((1-((6-bromohexyl)oxy)octyl)oxy)silane BrCCCCCCOC(CCCCCCC)O[SiH3]